tert-Butyl (R)-(1-(2-hydroxy-2-methylpropyl)piperidin-3-yl)carbamate OC(CN1C[C@@H](CCC1)NC(OC(C)(C)C)=O)(C)C